1-(pyridin-2-yl)-1H-pyrazolo[3,4-d]Pyrimidine-6-carboxylic acid methyl ester COC(=O)C1=NC=C2C(=N1)N(N=C2)C2=NC=CC=C2